C1(CCCC1)N1C(C(=CC2=CN=C(C=C12)C=1C=NN(C1)C)C1=C(C(=CC(=C1F)OC)OC)F)=O 1-cyclopentyl-3-(2,6-difluoro-3,5-dimethoxyphenyl)-7-(1-methyl-1H-pyrazol-4-yl)-1,6-naphthyridin-2(1H)-one